N-(2-(vinylbenzylamino)ethyl)3-aminopropyltrimethoxysilane hydrochloride salt Cl.C(=C)N(CCNCCC[Si](OC)(OC)OC)CC1=CC=CC=C1